(1S,3S,5S)-N-(3-carbamimidoylbenzo[b]thiophen-6-yl)-5-methyl-2-((4-phenoxybenzoyl)glycyl)-2-azabicyclo[3.1.0]hexane-3-carboxamide C(N)(=N)C=1C2=C(SC1)C=C(C=C2)NC(=O)[C@H]2N([C@H]1C[C@]1(C2)C)C(CNC(C2=CC=C(C=C2)OC2=CC=CC=C2)=O)=O